bis(2,5-dimethyl-4-hydroxyphenyl)-2-hydroxyphenyl-methane CC1=C(C=C(C(=C1)O)C)C(C1=C(C=CC=C1)O)C1=C(C=C(C(=C1)C)O)C